5,5'-dithio-di(2-nitrobenzoic acid) [N+](=O)([O-])C1=C(C(=O)O)C=C(C=C1)SSC=1C=CC(=C(C(=O)O)C1)[N+](=O)[O-]